1-tritylindoline-2,3-dione C(C1=CC=CC=C1)(C1=CC=CC=C1)(C1=CC=CC=C1)N1C(C(C2=CC=CC=C12)=O)=O